C(CCC)OC1=NSC2=C1C=CC=C2 3-butoxy-1,2-benzisothiazole